4-(3-(imidazo[1,2-a]pyridin-3-yl)piperidin-1-yl)-7H-pyrrolo[2,3-d]pyrimidine N=1C=C(N2C1C=CC=C2)C2CN(CCC2)C=2C1=C(N=CN2)NC=C1